FC1(CC(CC1)C1=NC(=NO1)NCC1=C(N=NN1C)C1=CC=C(C(=N1)C)O[C@@H]1C[C@H](CCC1)C(=O)O)F (1S,3S)-3-((6-(5-(((5-(3,3-Difluorocyclopentyl)-1,2,4-oxadiazol-3-yl)amino)methyl)-1-methyl-1H-1,2,3-triazol-4-yl)-2-methylpyridin-3-yl)oxy)cyclohexane-1-carboxylic acid